Tert-butyl (1R,3s,5S)-3-((5-chloro-3-nitropyridin-2-yl)amino)-8-azabicyclo[3.2.1]octane-8-carboxylate ClC=1C=C(C(=NC1)NC1C[C@H]2CC[C@@H](C1)N2C(=O)OC(C)(C)C)[N+](=O)[O-]